4-[2-(2-azaspiro[3.3]heptan-6-yl)-3-methyl-5-(1-methylindazol-5-yl)imidazole-4-yl]-5,6-dimethyl-1H-indazole C1NCC12CC(C2)C2=NC(=C(N2C)C2=C1C=NNC1=CC(=C2C)C)C=2C=C1C=NN(C1=CC2)C